FC1=C(C=CC(=C1)C(F)(F)F)NC(=O)C1C(C(CCC1)C1=CC=C(C=C1)[C@H]1CCOCCC1)C(=O)O 2-((2-fluoro-4-(trifluoromethyl)phenyl)carbamoyl)-6-(4-((R)-oxepan-4-yl)phenyl)cyclohexane-1-carboxylic acid